4-CHLOROPYRIMIDINE-2-BORONIC ACID ClC1=NC(=NC=C1)B(O)O